n-methoxy-2-carbonyl-5-pentyl-4-(1H-pyrrol-2-yl)-2,5-dihydrofuran-3-carboxamide CONC(=O)C=1C(OC(C1C=1NC=CC1)CCCCC)=C=O